2-(4'-(octadecyloxy)phenyl)-4,4,5,5-tetramethylimidazoline C(CCCCCCCCCCCCCCCCC)OC1=CC=C(C=C1)C=1NC(C(N1)(C)C)(C)C